(S)-N-[1-(4-ethylthiazol-2-yl)-2-(4-nitrophenyl)ethyl]-2,3-diphenyl-propionamide C(C)C=1N=C(SC1)C(CC1=CC=C(C=C1)[N+](=O)[O-])NC([C@@H](CC1=CC=CC=C1)C1=CC=CC=C1)=O